1-[2-[6-amino-4-(ethylamino)-2-oxo-1-quinolyl]ethyl]pyrrolidine-2,5-dione NC=1C=C2C(=CC(N(C2=CC1)CCN1C(CCC1=O)=O)=O)NCC